tert-butyl 3-{3-chloro-8-[(2R,3S)-3-(methanesulfonylmethyl)-2-methylazetidin-1-yl]isoquinolin-5-yl}azetidine-1-carboxylate ClC=1N=CC2=C(C=CC(=C2C1)C1CN(C1)C(=O)OC(C)(C)C)N1[C@@H]([C@H](C1)CS(=O)(=O)C)C